C1(CCC1)OC1=CC=2N(C=C1C(=O)NC=1C(=NC=CC1)OC(C)C)C=C(N2)C21COC(CC2)(C1)C 7-Cyclobutoxy-N-(2-isopropoxypyridin-3-yl)-2-(1-methyl-2-oxabicyclo[2.2.1]heptan-4-yl)imidazo[1,2-a]pyridine-6-carboxamide